(3S)-3-[9H-fluoren-9-yl-Methoxycarbonyl(methyl)amino]-4-(4-methylpiperidin-1-yl)-4-oxobutanoic acid C1=CC=CC=2C3=CC=CC=C3C(C12)COC(=O)N([C@@H](CC(=O)O)C(=O)N1CCC(CC1)C)C